C(C)(C)(C)OC(NC(C(=O)N1CCN(CC1)C(NC1=NC(N(C=C1)C1=CC=2CCC(CC2C=C1)O)=O)=O)(C)C)=O (1-(4-((1-(6-hydroxy-5,6,7,8-tetrahydronaphthalen-2-yl)-2-oxo-1,2-dihydropyrimidin-4-yl)carbamoyl)piperazin-1-yl)-2-methyl-1-oxopropan-2-yl)carbamic acid tert-butyl ester